OC=1C=C(C=CC1C(=O)OC)C1N(CCN(C1)CC(F)(F)F)CC1=C2C=CN(C2=C(C=C1OC)C)C(=O)OC(C)(C)C tert-butyl 4-((2-(3-hydroxy-4-(methoxycarbonyl)phenyl)-4-(2,2,2-trifluoroethyl)piperazin-1-yl)methyl)-5-methoxy-7-methyl-1H-indole-1-carboxylate